[3-(sulfooxy)butyl]benzothiazolium hydroxide [OH-].S(=O)(=O)(O)OC(CCC=1SC2=C([NH+]1)C=CC=C2)C